FC=1C=C(C=CC1)N1C(=C(C2=C1C=C1C=NNC1=C2)C2=CC=C(C(=O)O)C=C2)C 4-[5-(3-fluorophenyl)-6-methyl-1H-pyrrolo[2,3-f]indazol-7-yl]benzoic acid